ClC1=CC(=C(C=C1)C1(OC2=C(O1)C=CC=C2C=2CCN(CC2)CC2=NC1=C(N2C[C@H]2OCC2)C=C(C=C1)C(=O)O)C)F 2-((4-(2-(4-chloro-2-fluorophenyl)-2-methylbenzo[d][1,3]dioxolan-4-yl)-3,6-dihydropyridin-1(2H)-yl)methyl)-1-(((S)-oxetan-2-yl)methyl)-1H-benzo[d]imidazole-6-carboxylic acid